COC(C1C2=CC=CC=C2C=2C=CC=CC12)OC 9-(dimethoxymethyl)fluorene